C1=NC=C(C2=CC=CC=C12)N1C(NC2=CC(=CC=C2C1=O)C1=C(C=CC=C1)C(F)(F)F)=O 3-(isoquinolin-4-yl)-7-(2-(trifluoromethyl)phenyl)quinazoline-2,4(1H,3H)-dione